β-phenylethylamin C1(=CC=CC=C1)CCN